(1-(6-(4-chlorophenyl)-2-(pyridin-3-yl)pyrimidin-4-yl)piperidin-2-yl)methanol ClC1=CC=C(C=C1)C1=CC(=NC(=N1)C=1C=NC=CC1)N1C(CCCC1)CO